FC1=CC=C(C=C1)NC(=O)C1(CC1)C(=O)NC1=CC=C(C=C1)OC1=CC=NC2=CC(=C(C=C12)C(=O)NN)OC 1-N'-(4-fluorophenyl)-1-N-[4-[6-(hydrazinecarbonyl)-7-methoxyquinolin-4-yl]oxyphenyl]cyclopropane-1,1-dicarboxamide